2,3-dimethylbutanediamine CC(C(N)N)C(C)C